COC=1C=C2[C@]3(C(NC2=CC1)=O)[C@@H](C3)C3=CC=C1C(=NNC1=C3)NC3=NC=C(C=C3OC)S(=O)(=O)C(C)C (1R,2S)-5'-methoxy-2-(3-{[3-methoxy-5-(propane-2-sulfonyl)pyridin-2-yl]amino}-1H-indazol-6-yl)-1'H-spiro[cyclopropan-1,3'-indol]-2'-one